(R)-1-((7-Cyano-2-(3'-(7-(((R)-3-hydroxy-3-methylpyrrolidin-1-yl)methyl)-2-methylpyrido[3,2-d]pyrimidin-4-ylamino)-2,2'-dimethylbiphenyl-3-yl)benzo[d]oxazol-5-yl)methyl)pyrrolidin C(#N)C1=CC(=CC=2N=C(OC21)C=2C(=C(C=CC2)C2=C(C(=CC=C2)NC=2C1=C(N=C(N2)C)C=C(C=N1)CN1C[C@](CC1)(C)O)C)C)CN1CCCC1